4-(N-methyl-N-(3-(N-Boc-L-glutamyl-amino)-4-methoxyphenyl)-amino)coumarin CN(C1=CC(=C(C=C1)OC)NC([C@@H](NC(=O)OC(C)(C)C)CCC(=O)O)=O)C1=CC(OC2=CC=CC=C12)=O